N-(3-bromo-5-(methylsulfonylamino)phenyl)-2-phenylcyclobutane-1-carboxamide BrC=1C=C(C=C(C1)NS(=O)(=O)C)NC(=O)C1C(CC1)C1=CC=CC=C1